2-butyl-2,3-dihydrobenzo[f][1,4]oxazepin C(CCC)C1OC2=C(C=NC1)C=CC=C2